NC=1C2=C(N=CN1)N(C=C2C2=CC=C(CNC(C1=C(C=CC(=C1)F)OC)=O)C=C2)C2CN(CCC2)C(CO)=O N-(4-(4-amino-7-(1-(2-hydroxyacetyl)piperidin-3-yl)-7H-pyrrolo[2,3-d]pyrimidin-5-yl)benzyl)-5-fluoro-2-methoxybenzamide